NC1=NC=CC=C1C1=NC=2C(=NC(=CC2)C2=CC=CC=C2)N1C1=CC=C(C=C1)C1CN(C1)C[C@@H]1CC([C@@H](CC1)C(=O)O)(C)C (1R,4S)-4-((3-(4-(2-(2-aminopyridin-3-yl)-5-phenyl-3H-imidazo[4,5-b]pyridin-3-yl)phenyl)azetidin-1-yl)methyl)-2,2-dimethylcyclohexane-1-carboxylic acid